NC=1C=C(N=NC1OC)COC[C@@H](C)NC(=O)C=1C=NN2C1N=C(C=C2N(C(OC(C)(C)C)=O)C)Cl tert-butyl N-[3-[[(1R)-2-[(5-amino-6-methoxy-pyridazin-3-yl) methoxy]-1-methyl-ethyl] carbamoyl]-5-chloro-pyrazolo[1,5-a]pyrimidin-7-yl]-N-methyl-carbamate